S(=O)(=O)(O)C(C(=O)OCCCCCCCCCCCCCC)CC(=O)[O-] tetradecyl sulfosuccinate